5-(4-((1-(4-(4-chloro-1,2-bis(4-hydroxyphenyl)but-1-en-1-yl)phenyl)piperidin-4-yl)methyl)piperazin-1-yl-2,2,3,3,5,5,6,6-d8)-2-(2,6-dioxopiperidin-3-yl)-4-fluoroisoindoline-1,3-dione ClCCC(=C(C1=CC=C(C=C1)O)C1=CC=C(C=C1)N1CCC(CC1)CN1C(C(N(C(C1([2H])[2H])([2H])[2H])C=1C(=C2C(N(C(C2=CC1)=O)C1C(NC(CC1)=O)=O)=O)F)([2H])[2H])([2H])[2H])C1=CC=C(C=C1)O